CN(CCNC(OC1=CC=C(C=C1)C1=C(C=C2C(=N1)N(N=C2NC(C2=CN=CC=C2)=O)CCCC(C)C)Cl)=O)C 4-(5-chloro-1-(4-methylpentyl)-3-(nicotinamido)-1H-pyrazolo[3,4-b]pyridin-6-yl)phenyl (2-(dimethylamino)ethyl)carbamate